C(C1=CC=CC=C1)OC(=O)NC1=C(C=C(C=C1)C([C@H](C(=O)O)NC(=O)OC(C)(C)C)C)F (2R)-3-[4-(benzyloxycarbonylamino)-3-fluoro-phenyl]-2-(tert-butoxycarbonylamino)butanoic acid